(3-chlorophenyl)(4-(2-(3,4-dihydroxy-5-methoxyphenyl)-1H-benzo[d]imidazol-5-yl)piperazin-1-yl)methanone ClC=1C=C(C=CC1)C(=O)N1CCN(CC1)C1=CC2=C(NC(=N2)C2=CC(=C(C(=C2)OC)O)O)C=C1